C1=CC=CC=2C3=CC=CC=C3N(C12)C1=CC=C(C=C1)C1=CC(=CC(=C1)C#N)C#N 4'-(9H-carbazol-9-yl)biphenyl-3,5-dinitrile